COC1=C(OC2=NC(=NC(=C2)C2=CC=CC=C2)NS(=O)(=O)C2=CC=CC=C2)C=CC=C1 N-[4-(2-methoxyphenoxy)-6-phenyl-pyrimidin-2-yl]benzenesulfonamide